C12OCC(C1)(C2)C=2N=C1N(C=C(C(=N1)OC(C)C)C(=O)NC=1C(N(C=CC1)[C@@H]1[C@@H](C1)F)=O)C2 2-(2-oxabicyclo[2.1.1]hexan-4-yl)-N-(1-((1S,2R)-2-fluorocyclopropyl)-2-oxo-1,2-dihydropyridin-3-yl)-7-isopropoxyimidazo[1,2-a]pyrimidine-6-carboxamide